C1(C=CCC=CCCC=CCC1)C(C)=O 1-(2,5,9-CYCLODODECATRIEN-1-YL)-1-ETHANONE